2,2-diphenyl-13-hydroxy-13-methyl-2H,13H-indeno[1',2':4,3]naphtho[1,2-b]pyran C1(=CC=CC=C1)C1(C=C2C(OC1)C=1C=CC=CC1C1=C2C(C=2C=CC=CC21)(C)O)C2=CC=CC=C2